C(C)N(C(C1=C(C=CC(=C1)F)C1=C2C=NN(C2=CC(=C1)C1CN(CC1)CC1CCC(CC1)NS(=O)(=O)CC)C)=O)C(C)C N-ethyl-5-fluoro-2-[1-methyl-6-(1-{[(1r,4r)-4-ethanesulfonamidocyclohexyl]methyl}pyrrolidin-3-yl)-1H-indazol-4-yl]-N-isopropylbenzamide